tert-butyl 2,4-dioxo-3-[2-(trifluoromethyl)pyrimidin-5-yl]-1,3,8-triazaspiro[4.5]decane-8-carboxylate O=C1NC2(C(N1C=1C=NC(=NC1)C(F)(F)F)=O)CCN(CC2)C(=O)OC(C)(C)C